C(C)(C)(C)OC(=O)N1CC([C@@H]2N(CC[C@@H]21)CC2CC(C2)(C(=O)O)C)(F)F 3-(((cis)-4-(tert-butoxycarbonyl)-6,6-difluorohexahydropyrrolo[3,2-b]pyrrol-1(2H)-yl)methyl)-1-methylcyclobutanecarboxylic acid